C(C)(=O)NCC1=[N+](C=CC(=C1)C(=O)N1C(CN(CC1)[C@@H](C)C(NC1=NC=C(C=C1)OC1=CC=C(C=C1)F)=O)(C)C)[O-].C1=CC=CC=2C3=CC=CC=C3N(C12)C1(CC(=CC=C1)C1=CC=CC=C1)N1C2=CC=CC=C2C=2C=CC=CC12 3,3-bis(9H-carbazole-9-yl)biphenyl 2-(acetamidomethyl)-4-{4-[(1S)-1-{[5-(4-fluorophenoxy)pyridin-2-yl]carbamoyl}ethyl]-2,2-dimethylpiperazine-1-carbonyl}pyridin-1-ium-1-olate